8-(4-fluorophenoxy)-3,6-dimethyl-1,2,3,4,5,6-hexahydroazepino[4,5-b]indole FC1=CC=C(OC=2C=CC=3C4=C(N(C3C2)C)CCN(CC4)C)C=C1